sodium m-cyanophenyl sulfamate S(N)(OC1=CC(=CC=C1)C#N)(=O)=O.[Na]